[Cl-].NC=1CC(=CC2=C(N1)C=C(S2)CCCCC[NH3+])C(N(CCC)OCCNC(=O)OC2CCC2)=O 5-(5-amino-7-((2-((cyclobutoxycarbonyl)amino)ethoxy)(propyl)carbamoyl)-6H-thieno[3,2-b]azepin-2-yl)pentan-1-aminium chloride